CC=1NC2=CC=CC=C2C1CCN(C(OC(C)(C)C)=O)C1CCCC2=CC(=CC=C12)\C=C\C(NOC1OCCCC1)=O tert-butyl (E)-(2-(2-methyl-1H-indol-3-yl)ethyl)(6-(3-oxo-3-(((tetrahydro-2H-pyran-2-yl)oxy)amino)prop-1-en-1-yl)-1,2,3,4-tetrahydronaphthalen-1-yl)carbamate